N-(5-(4-bromo-3-nitro-1H-pyrazol-1-yl)-2-(2-(dimethylamino)ethoxy)phenyl)acrylamide BrC=1C(=NN(C1)C=1C=CC(=C(C1)NC(C=C)=O)OCCN(C)C)[N+](=O)[O-]